CN1CCC(CC1)C1=CNC2=CC(=CC=C12)N1C(NC(CC1)=O)=O 1-(3-(1-Methylpiperidin-4-yl)-1H-indol-6-yl)dihydropyrimidine-2,4(1H,3H)-dione